C(C1=CC=CC=C1)OC1=NC(=CC=C1B)OCC1=CC=CC=C1 2,6-bis(benzyloxy)-3-borylpyridine